4-Bromo-5-(4-(2,4-difluorophenoxy)piperidin-1-yl)picolinic acid BrC1=CC(=NC=C1N1CCC(CC1)OC1=C(C=C(C=C1)F)F)C(=O)O